2-methacryloyloxyethyl-phosphoryl-choline C(C(=C)C)(=O)OCCP(=O)=C(O)C[N+](C)(C)C